sulfosuccinic dioctyl ester sodium salt [Na+].C(CCCCCCC)OC(C(CC(=O)OCCCCCCCC)S(=O)(=O)[O-])=O